2-(4-methylpiperazin-1-yl)-N-(2-(morpholinesulfonyl)ethyl)pyrido[3,4-d]pyrimidin-4-amine CN1CCN(CC1)C=1N=C(C2=C(N1)C=NC=C2)NCCS(=O)(=O)N2CCOCC2